FC=1C=C2C=NN(C2=CC1NC(=O)C1N(CC1)S(=O)(=O)C1=C(C(=C(C(=C1F)F)F)F)F)C(C1=CC=CC=C1)(C1=CC=CC=C1)C1=CC=CC=C1 N-(5-fluoro-1-trityl-1H-indazol-6-yl)-1-((perfluorophenyl)sulfonyl)azetidine-2-carboxamide